C1CN(CC2N1C1=C(CNC=3N=CC=CC13)NC2)C(=O)[O-] 1,2,4,4a,5,6,7,8-octahydro-3H-pyrazino[1',2':4,5]Pyrazino[2,3-c][1,8]naphthyridine-3-carboxylate